C(C(C)C)(=O)OC1=CC=C(C=C1)CC(C(COC)=O)N=CC1=C(C=CC(=C1)Cl)OC(C(C)C)=O 4-(2-(2-isobutyryloxy-5-chlorobenzylidene-amino)-4-methoxy-3-oxobutyl)phenyl isobutyrate